COC(C1=CC(=C(C=C1)NC(CC1CC=C(CC1)C1=NC(=CC=C1)OCC1=CC=C(C=2C=COC21)Cl)=O)NC[C@H]2OCC2)=O 4-(2-(4-(6-((4-chlorobenzofuran-7-yl)methoxy)pyridin-2-yl)cyclohex-3-en-1-yl)acetamido)-3-((((S)-oxetan-2-yl)methyl)amino)benzoic acid methyl ester